N-(6-(4,4-difluorocyclohexyl)-4-methylpyridin-2-yl)-4-((2-hydroxyethyl)sulfonamido)-2-(6-azaspiro[2.5]octan-6-yl)benzamide FC1(CCC(CC1)C1=CC(=CC(=N1)NC(C1=C(C=C(C=C1)NS(=O)(=O)CCO)N1CCC2(CC2)CC1)=O)C)F